3-methyl-6-(1-methyl-1H-imidazol-5-yl)pyrazine CC=1C=NC(=CN1)C1=CN=CN1C